Cl.ClC=1C=C(N)C=CC1Cl 3,4-dichloroaniline hydrochloride